4-((4-amino-1H-pyrazol-1-yl)methyl)-2-(trifluoromethyl)benzonitrile NC=1C=NN(C1)CC1=CC(=C(C#N)C=C1)C(F)(F)F